N-(3-(2-(cyclopropanecarboxamido)pyridin-4-yl)-1H-indol-7-yl)-1H-pyrrole C1(CC1)C(=O)NC1=NC=CC(=C1)C1=CNC2=C(C=CC=C12)N1C=CC=C1